(20R)-22-methyl-25-oxa-16λ6-thia-11,13,14,17,22,27,32-heptaazahexacyclo-[24.3.1.112,15.117,20.02,10.05,9]dotriaconta-1(29),2,4,9,12,14,26(30),27-octaene-16,16-dioxide CN1C[C@H]2CCN(S(C3=NN=C(NC4=C5CCCC5=CC=C4C4=CC=NC(OCC1)=C4)N3)(=O)=O)C2